4-methyl-N-(4-oxo-6,7-dihydro-5H-pyrazolo[1,5-a]pyridin-2-yl)-3-[2-(3-pyridinyl)ethynyl]benzamide CC1=C(C=C(C(=O)NC2=NN3C(C(CCC3)=O)=C2)C=C1)C#CC=1C=NC=CC1